C(C)(C)(C)OC(=O)N(C)CC1=NC(=CC2=C1CN(C2=O)C2=CC=CC(=N2)C2=CN=CC1=C2OCCN1)N(C)C(C)C 8-(6-(4-(((tert-butoxycarbonyl)(methyl)amino)methyl)-6-(isopropyl(methyl)amino)-1-oxo-1,3-dihydro-2H-pyrrolo[3,4-c]pyridin-2-yl)pyridin-2-yl)-2,3-dihydro-4H-pyrido[4,3-b][1,4]oxazine